BrC1=C(C=CC=C1)[C@@H](N[S@@](=O)C1=CC=C(C=C1)C)C1SCCCS1 (S)-N-((R)-(2-bromophenyl)(1,3-dithian-2-yl)methyl)-4-methylbenzenesulfinamide